tert-butyl N-[6-(2-allylpyrrolidin-1-yl)-2-[5-[1-benzyloxy-1-(trifluoromethyl)pent-4-enyl]-1,3,4-oxadiazol-2-yl]-5-(trifluoromethyl)-3-pyridyl]carbamate C(C=C)C1N(CCC1)C1=C(C=C(C(=N1)C=1OC(=NN1)C(CCC=C)(C(F)(F)F)OCC1=CC=CC=C1)NC(OC(C)(C)C)=O)C(F)(F)F